(S)-6-(((S)-1-((5-(4-aminobutoxy)-2,3-dimethylbenzyl)amino)-1-oxo-4-phenylbutan-2-yl)amino)-5-(((benzyloxy)carbonyl)amino)-6-oxohexanoic acid NCCCCOC=1C=C(C(=C(CNC([C@H](CCC2=CC=CC=C2)NC([C@H](CCCC(=O)O)NC(=O)OCC2=CC=CC=C2)=O)=O)C1)C)C